ClN(C1=C(C=CC=C1)C)C N-chloro-methyl-2-methylphenylamine